ClC(C1=NC(=NO1)C=1C=CC(=NC1)CP(OCC)(=O)NC(C)C)(F)F ethyl P-((5-(5-(chlorodifluoromethyl)-1,2,4-oxadiazol-3-yl)pyridin-2-yl)methyl)-N-isopropylphosphonamidate